NC(C(=O)O)(C)C.C(#N)/C(/C(=O)NCC1=NC=NC=C1)=C(/O)\C1=CC(=C(C(=C1)[N+](=O)[O-])O)O (Z)-2-cyano-3-(3,4-dihydroxy-5-nitrophenyl)-3-hydroxy-N-(pyrimidin-4-ylmethyl)acrylamide 2-amino-2-methyl-propaneAt